Cobalt-manganese sulfate S(=O)(=O)([O-])[O-].[Mn+2].[Co+2].S(=O)(=O)([O-])[O-]